BrC1=C(C(=O)O)C=CC=C1[N+](=O)[O-] 2-bromo-3-nitrobenzoic acid